C1=CC=CC2=C1CCCCCCC1=C2C=CC=C1 dibenzocyclodecane